3-vinyl-2,5-diazabicyclo[2.2.2]octane C(=C)C1NC2CNC1CC2